FC1=C2C=C(C=NC2=CC(=C1C(C)N)F)C=1C=NN(C1)C 1-(5,7-difluoro-3-(1-methyl-1H-pyrazol-4-yl)quinolin-6-yl)ethylamine